ClC=1C=C(OC2CCC(CC2)NC(C2=CC=C(C=C2)N2CC(CCC2)N2CCC(CC2)N2C=CC3=C(C=CC=C23)N2C(NC(CC2)=O)=O)=O)C=CC1C#N N-((1r,4r)-4-(3-Chloro-4-cyanophenoxy)cyclohexyl)-4-(4-(4-(2,4-dioxotetrahydropyrimidin-1(2H)-yl)-1H-indol-1-yl)-[1,3'-bipiperidin]-1'-yl)benzamide